C(C1=CC=CC=C1)(=O)O[C@H](C(=O)O)[C@@H](C(N1CCCC1)=O)OC(C1=CC=CC=C1)=O (2S,3S)-2,3-bis(benzoyloxy)-4-oxo-4-(pyrrolidin-1-yl)butanoic acid